[Ca+2].C(C)OP([O-])(=O)CC1=CC(=C(C(=C1)C(C)(C)C)O)C(C)(C)C.C(C)(C)(C)C=1C=C(CP(OCC)([O-])=O)C=C(C1O)C(C)(C)C 3,5-di-t-butyl-4-hydroxybenzylphosphonic acid monoethyl ester calcium salt